C(=O)(OC(C)(C)C)N([C@@H](C)C(=O)O)C Boc-N-methyl-L-alanine